CN[C@H](C(=O)NCCOC1=CC(=NC(=C1)NC=1SC(=CN1)C1=CC=CC=C1)C)C (2S)-2-(methylamino)-N-[2-[[2-methyl-6-[(5-phenylthiazol-2-yl)amino]-4-pyridyl]oxy]ethyl]propanamide